BrC1=CC=CC2=C1C(=NB2)CC2=CC=CC=C2 bromobenzylbenzoborazole